ClC1=C(C(=O)NCC(N2CCC(CC2)COC2=NC(=NS2)C)C2=C(N=CS2)C(F)F)C(=CC=C1)F 2-Chloro-N-{2-[4-(difluoromethyl)-1,3-thiazol-5-yl]-2-(4-{[(3-methyl-1,2,4-thiadiazol-5-yl)oxy]methyl}piperidin-1-yl)ethyl}-6-fluorobenzamide